C1C=C(CN2CCC3=C(C12)NC1=CC=CC=C13)C(=O)OCC ethyl 1,4,6,7,12,12b-hexahydro-indolo[2,3-a]quinolizine-3-carboxylate